OC1(CCN(CC1)C(=O)[C@H]1[C@@H](CN(CC1)CC=1N=NC=CC1)C1=CC=CC=C1)CN1C=NC2=C(C1=O)C=CN2C2=CC=C(C=C2)OC 3-[[4-hydroxy-1-[(3R,4R)-3-phenyl-1-(pyridazin-3-ylmethyl)piperidine-4-carbonyl]-4-piperidinyl]methyl]-7-(4-methoxyphenyl)pyrrolo[2,3-d]pyrimidin-4-one